1-(3-Bromo-6-chloro-2-pyridyl)azetidine-3-carbonitrile BrC=1C(=NC(=CC1)Cl)N1CC(C1)C#N